CC=C(C(=O)O)C=C 3-methyl-2-vinyl-acrylic acid